tri(beta-aminoethyl)phosphoramide NCCNP(=O)(NCCN)NCCN